BrC=1C(=C(C=CC1)NC(=O)C1=NN2C([C@H](CCC2)NC)=C1)Cl (4S)-N-(3-bromo-2-chloro-phenyl)-4-(methylamino)-4,5,6,7-tetrahydropyrazolo[1,5-a]pyridine-2-carboxamide